C(C=C(C)C)(=O)OCCCC n-Butyl senecioate